CC=1C=C2C(=NC1)C1(CCN(CC1)C=1OC3(C(N1)=O)CC1=CC=CC=C1C3)OC2 2'-(3-methyl-1'H,5H-spiro[furo[3,4-b]pyridine-7,4'-piperidin]-1'-yl)-1,3-dihydro-4'H-spiro[indene-2,5'-[1,3]oxazol]-4'-one